CO[C@@H]1CN(CC1)C1=CC(=NC(=N1)C1=CC=CC=C1)C(=O)N[C@H](C(=O)O)CP(=O)(O)O (R)-2-(6-((S)-3-methoxypyrrolidin-1-yl)-2-phenylpyrimidin-4-carboxamido)-3-phosphonopropionic acid